N-(6-ethoxy-1,3-benzothiazol-2-yl)-3,5-dimethyladamantane-1-carboxamide C(C)OC1=CC2=C(N=C(S2)NC(=O)C23CC4(CC(CC(C2)C4)(C3)C)C)C=C1